CCCCCCCCC(CCCCCCCC)OC(CCCCCCCN(CCCCCCCC(=O)OCCC(CCCC)CCCC)CCCNC(C(C)(C)C)=O)=O 3-Butylheptyl 8-((8-(heptadecan-9-yloxy)-8-oxooctyl)(3-pivalamidopropyl)amino)octanoate